NC(CN1C=NC=C1)C N-(2-Aminopropyl)imidazole